sodium 2-[[[4-(3-methoxypropoxy)-3-methyl-2-pyridinyl]methyl]sulfinyl]-1H-benzimidazole COCCCOC1=C(C(=NC=C1)CS(=O)C1=NC2=C(N1)C=CC=C2)C.[Na]